C[C@H]1N(CCN(C1=O)C)CCOC1=CC=C(C=C1)C=1N=CC2=CC(=CC=C2C1)C=1C2=C(C(N(C1)C)=O)NC=C2 (R)-4-{3-[4-(2-(2,4-dimethyl-3-oxopiperazin-1-yl)ethoxy)phenyl]isoquinolin-7-yl}-6-methyl-1H-pyrrolo[2,3-c]pyridin-7(6H)-one